(2S,3S)-2,3-dihydro-3-hydroxy-2-(4-fluorophenyl)-1,5-benzothiazepin-4(5H)-one O[C@@H]1[C@@H](SC2=C(NC1=O)C=CC=C2)C2=CC=C(C=C2)F